N1=C(C=CC=C1)C1=NNC=C1 3-(2-pyridyl)pyrazole